2-methyl-3-(furan-2-yl)-8-methoxyisoquinoline trifluoromethanesulfonate FC(S(=O)(=O)O)(F)F.CN1CC2=C(C=CC=C2C=C1C=1OC=CC1)OC